3-amino-hydroxy-5-nitrobenzenesulfonic acid NC=1C(=C(C=C(C1)[N+](=O)[O-])S(=O)(=O)O)O